CC[C@@]12CCC[C@H]1[C@@H]1CCC3=CC=CC[C@@H]3[C@H]1C(C2)=C 18-methyl-11-methyleneestra-2,4-diene